bis(3-(3-borono-5-fluorobenzamido)propyl)glycine silicon-gallium oxygen [O].[Ga].[Si].B(O)(O)C=1C=C(C(=O)NCCCN(CC(=O)O)CCCNC(C2=CC(=CC(=C2)F)B(O)O)=O)C=C(C1)F